N'-((2-methoxy-1,3-dioxolane-4,5-diyl)bis(methylene))bis(3-(perfluorophenyl)propionamide) COC1OC(C(O1)CC(C(=O)N)CC1=C(C(=C(C(=C1F)F)F)F)F)CC(C(=O)N)CC1=C(C(=C(C(=C1F)F)F)F)F